C1(CC=CC=C1)S(=O)(=O)N (2H)-phenylsulfonamide